C1(C(CC(CC1)O)O)O cyclohexane-1,2,4-triol